COCOC1=C(C=C2C=NN(C2=C1)C)B1OC(C(O1)(C)C)(C)C 6-(methoxymethyloxy)-1-methyl-5-(4,4,5,5-tetramethyl-1,3,2-dioxaborolan-2-yl)-1H-indazole